4-[(E)-3-[4-(Azepan-1-yl)phenyl]-3-oxoprop-1-enyl]benzoic acid N1(CCCCCC1)C1=CC=C(C=C1)C(/C=C/C1=CC=C(C(=O)O)C=C1)=O